N-(5-(tert-butyl)isoxazol-3-yl)-2-(5-(trifluoromethyl)pyridin-2-yl)pyrazolidine-1-carboxamide C(C)(C)(C)C1=CC(=NO1)NC(=O)N1N(CCC1)C1=NC=C(C=C1)C(F)(F)F